OC1CCC(CC1)NC(C1=C(C=CC=C1)NC1=CC=NC2=CC(=CC=C12)C(F)(F)F)=O N-(4-hydroxycyclohexyl)-2-[(7-trifluoromethylquinolin-4-yl)amino]Benzamide